(S)-4-methyl-2-(2-phenylacetylamino)pentanoic acid benzyl ester C(C1=CC=CC=C1)OC([C@H](CC(C)C)NC(CC1=CC=CC=C1)=O)=O